tert-butyl 3-amino-2-(4-fluoro-3,5-dimethylphenyl)-2,4,6,7-tetrahydro-5H-pyrazolo[4,3-c]pyridine-5-carboxylate NC=1N(N=C2C1CN(CC2)C(=O)OC(C)(C)C)C2=CC(=C(C(=C2)C)F)C